COC1=CC=C(C=C1)CC(=O)O 4-methoxy-phenylacetic acid